FC1=C(C(=CC=C1)OC)C1=CC=2N(C=C1C(=O)O)C=CN2 7-(2-fluoro-6-methoxyphenyl)imidazo(1,2-a)pyridine-6-carboxylic Acid